cis-tert-butyl 3-fluoro-4-[[(2R,6R)-6-methylmorpholine-2-carbonyl]amino]pyrrolidine-1-carboxylate F[C@@H]1CN(C[C@@H]1NC(=O)[C@H]1CNC[C@H](O1)C)C(=O)OC(C)(C)C